FC1(C(C1)C(=O)N1C[C@H]2[C@@H](C1)CN(C2)C2=NC(=NC=C2F)NC2=CC=C(C(=O)NCC)C=C2)F 4-((4-((3aR,6aS)-5-(2,2-difluorocyclopropane-1-carbonyl)hexahydropyrrolo[3,4-c]pyrrol-2(1H)-yl)-5-fluoropyrimidin-2-yl)amino)-N-ethylbenzamide